N,N-dimethylisoindoline-5-carboxamide CN(C(=O)C=1C=C2CNCC2=CC1)C